3-amino-6-(2-fluoro-5-(1-(2,2,2-trifluoroethyl)-1H-pyrazol-4-yl)phenyl)-N-((3R,4R)-4-hydroxypiperidin-3-yl)pyrazine-2-carboxamide NC=1C(=NC(=CN1)C1=C(C=CC(=C1)C=1C=NN(C1)CC(F)(F)F)F)C(=O)N[C@@H]1CNCC[C@H]1O